[Si](C)(C)(C(C)(C)C)OC[C@@H]1[C@H](C[C@@H](O1)N1C(N=C(C=C1)NC(C1=CC=CC=C1)=O)=O)O N-(1-((2R,4S,5R)-5-(((tert-butyldimethylsilyl)oxy)methyl)-4-hydroxytetrahydrofuran-2-yl)-2-oxo-1,2-dihydropyrimidin-4-yl)benzamide